NCCCNCCCCNCCCN N,N'-Bis(3-aminopropyl)-1,4-diaminobutan